N=1NN=NC1C1=CC=C(C=C1C1=CC=C(C=C1)CN1C(=NC2(C1=O)CCOCC2)C)C2=CC=CC=C2 3-((6'-(2H-tetrazol-5-yl)-[1,1':3',1''-terphenyl]-4-yl)methyl)-2-methyl-8-oxa-1,3-diazaspiro[4.5]dec-1-en-4-one